(3S)-3-(2-(5-(2-(azetidin-1-yl)ethyl)-2-oxo-4-(trifluoromethyl)pyridin-1(2H)-yl)-4-methylpentanamido)-3-(2,4-difluoro-2',5,6'-trimethyl-[1,1'-biphenyl]-3-yl)propanoic acid N1(CCC1)CCC=1C(=CC(N(C1)C(C(=O)N[C@@H](CC(=O)O)C=1C(=C(C=C(C1F)C)C1=C(C=CC=C1C)C)F)CC(C)C)=O)C(F)(F)F